(E)-1-(((3-cyclopentyl-1-(9-ethyl-6-(2-methylbenzoyl)-9H-carbazol-3-yl)propylidene)amino)oxy)ethan-1-one C1(CCCC1)CC/C(/C=1C=CC=2N(C3=CC=C(C=C3C2C1)C(C1=C(C=CC=C1)C)=O)CC)=N\OC(C)=O